2,4-diamino-6-(1-(4-hydroxyphenyl)-1H-1,2,3-triazol-4-yl)quinazoline NC1=NC2=CC=C(C=C2C(=N1)N)C=1N=NN(C1)C1=CC=C(C=C1)O